(1S,6R)-6-((S)-5H-Imidazo[5,1-a]isoindol-5-yl)-2,2-dimethylcyclohexan-1-ol C=1N=CN2C1C1=CC=CC=C1[C@@H]2[C@H]2CCCC([C@H]2O)(C)C